bicyclo[4.2.0]octa-1(6),2,4-trien-3-amine C1=2C=C(C=CC2CC1)N